1,2-diacetyl-sn-glycero-3-phospho-L-serine C(C)(=O)OC[C@@H](OC(C)=O)COP(=O)(O)OC[C@H](N)C(=O)O